C(C)N(C1=NC=CC(=C1)C(=O)O)CC 2-(diethylamino)pyridine-4-carboxylic acid